4-(bis(t-butoxycarbonyl)amino)-6-chloro-5-fluoronicotinic acid ethyl ester C(C)OC(C1=CN=C(C(=C1N(C(=O)OC(C)(C)C)C(=O)OC(C)(C)C)F)Cl)=O